CCCCCC\C=C/CCCCCC (Z)-7-Tetradecene